2,7-bis(3-(4,4-dimethyloxazoline-2-yl)phenyl)triphenylene cobalt nickel [Ni].[Co].CC1(N=C(OC1)C=1C=C(C=CC1)C1=CC=2C3=CC=CC=C3C3=CC(=CC=C3C2C=C1)C1=CC(=CC=C1)C=1OCC(N1)(C)C)C